C(C1=CC=CC=C1)OC1=C(C=C(C(=C1F)Cl)Br)C1OCCO1 2-[2-(benzyloxy)-5-bromo-4-chloro-3-fluorophenyl]-1,3-dioxolane